1-(3-(4-chloro-3-cyclopropyl-1H-pyrrolo[2,3-b]pyridin-5-yl)phenyl)-4-((3-morpholinopropyl)sulfonyl)piperazin-2-one ClC1=C2C(=NC=C1C=1C=C(C=CC1)N1C(CN(CC1)S(=O)(=O)CCCN1CCOCC1)=O)NC=C2C2CC2